[Na].C1(=CC=CC2=CC=CC=C12)S(=O)(=O)OC(C)C isopropyl alcohol naphthalenesulfonate sodium